4-[1-isopropyl-4-(trifluoromethyl)imidazol-2-yl]bicyclo[2.2.2]octane-1-carboxamide C(C)(C)N1C(=NC(=C1)C(F)(F)F)C12CCC(CC1)(CC2)C(=O)N